COC1=CC=C(N=N1)C1=CSC=C1 3-(6-methoxypyridazin-3-yl)thiophene